(S)-(5-methyl-4-oxo-7-((tetrahydro-2H-pyran-4-yl)methoxy)-2,3,4,5-tetrahydrobenzo[b][1,4]oxazepin-3-yl)carbamic acid tert-butyl ester C(C)(C)(C)OC(N[C@@H]1C(N(C2=C(OC1)C=CC(=C2)OCC2CCOCC2)C)=O)=O